3-Methylpentanal CC(CC=O)CC